2-(8-ethyl-7-fluoro-1-naphthyl)-4,4,5,5-tetramethyl-1,3,2-dioxaborolane C(C)C=1C(=CC=C2C=CC=C(C12)B1OC(C(O1)(C)C)(C)C)F